FC1=C(C=CC(=C1)OC1=CC=CC=C1)NC=1C2=C(N=CN1)C=CC(=N2)N2CCN(CC2)C(=O)OC(C)(C)C tert-Butyl 4-(4-((2-fluoro-4-phenoxyphenyl)amino)pyrido[3,2-d]pyrimidin-6-yl)piperazine-1-carboxylate